N-(3-(5-(3-aminoprop-1-yn-1-yl)furan-2-yl)prop-2-yn-1-yl)-4-((9-chloro-7-(2-fluoro-6-methoxyphenyl)-5H-benzo[c]pyrimido[4,5-e]azepin-2-yl)amino)-2-methoxybenzamide NCC#CC1=CC=C(O1)C#CCNC(C1=C(C=C(C=C1)NC=1N=CC2=C(C3=C(C(=NC2)C2=C(C=CC=C2OC)F)C=C(C=C3)Cl)N1)OC)=O